(2,6-dichloropyridin-4-yl)methyl methyl-L-alaninate hydrochloride Cl.CN[C@@H](C)C(=O)OCC1=CC(=NC(=C1)Cl)Cl